butyl methacrylate (2-dimethylaminoethyl)methacrylate methylmethacrylate COC(C(=C)C)=O.CN(CCOC(C(=C)C)=O)C.C(C(=C)C)(=O)OCCCC